(2S)-2-(4-(8-((tert-butyldimethylsilyl)oxy)-5,6,7,8-tetrahydro-[1,2,4]triazolo[1,5-a]pyridine-6-carbonyl)-3,3-dimethylpiperazin-1-yl)-N-(5-(2,4-difluorophenoxy)pyrazin-2-yl)propanamide [Si](C)(C)(C(C)(C)C)OC1C=2N(CC(C1)C(=O)N1C(CN(CC1)[C@H](C(=O)NC1=NC=C(N=C1)OC1=C(C=C(C=C1)F)F)C)(C)C)N=CN2